ClC1=C(C=C(CNC(NC=2C=CC=C3CCC(OC23)C(=O)NOC2OCCCC2)=O)C=C1)C(F)(F)F 8-(3-(4-Chloro-3-(trifluoromethyl)benzyl)ureido)-N-((tetrahydro-2H-pyran-2-yl)oxy)chromane-2-carboxamide